6-{2-[2-(5-Cyano-4,5-Dihydropyrazol-1-Yl)-2-Oxoethylamino]Ethylamino}nicotinonitrile C(#N)C1CC=NN1C(CNCCNC1=NC=C(C#N)C=C1)=O